3-[2-(dimethylamino)ethyl]-2-trifluoromethyl-1H-indol-4-yl dodecanoate C(CCCCCCCCCCC)(=O)OC1=C2C(=C(NC2=CC=C1)C(F)(F)F)CCN(C)C